Methyl 3-(5-(difluoromethyl)-3-(3-(1-(o-tolyl)cyclopropyl)-1,2,4-oxadiazol-5-yl)-1H-pyrazol-1-yl)cyclobutane-1-carboxylate FC(C1=CC(=NN1C1CC(C1)C(=O)OC)C1=NC(=NO1)C1(CC1)C1=C(C=CC=C1)C)F